Methyl (3S)-5-oxo-7-(((trifluoromethyl)sulfonyl)oxy)-1,2,3,5,8,8a-hexahydroindolizine-3-carboxylate O=C1N2[C@@H](CCC2CC(=C1)OS(=O)(=O)C(F)(F)F)C(=O)OC